OC1C(CCC1)C(C(=O)OCC)=O ethyl 2-(2-hydroxycyclopent-1-yl)-2-oxo-acetate